FC=1C=C(C=C(C1)F)C(C(=O)NC1=CC(=C(C=C1)C=1C=NC(=C(C(=O)NC(C)C)C1)NC)C)O 5-(4-(2-(3,5-difluorophenyl)-2-hydroxyacetamido)-2-methylphenyl)-N-isopropyl-2-(methylamino)nicotinamide